C1(CC1)CN1C(N(C(C(=C1)C(=O)O)=O)C1=CC=C(C=C1)F)=O 1-cyclopropylmethyl-3-(4-fluorophenyl)-2,4-dioxo-1,2,3,4-tetrahydropyrimidine-5-carboxylic acid